OC[C@@H](O)COP(=O)(O)O.CC1(C=C)C(C=CC=C1)C 1,2-dimethylstyrene-sn-glycero-3-phosphate